2-[4-[5-[[5-[(3S,5R)-3,5-dimethylmorpholine-4-carbonyl]-2-pyridyl]amino]-1-methyl-6-oxo-3-pyridyl]-3-(hydroxymethyl)-2-pyridyl]-3,4,6,7,8,9-hexahydropyrazino[1,2-a]indol-1-one C[C@@H]1N([C@@H](COC1)C)C(=O)C=1C=CC(=NC1)NC1=CC(=CN(C1=O)C)C1=C(C(=NC=C1)N1C(C=2N(C=3CCCCC3C2)CC1)=O)CO